2-((1H-Pyrrolo[2,3-b]pyridin-5-yl)oxy)-4-fluorobenzoic acid methyl ester COC(C1=C(C=C(C=C1)F)OC=1C=C2C(=NC1)NC=C2)=O